OC(CCOC[C@@]12CCC[C@H]1C1=CC=C3CC(CC([C@]3(C)[C@H]1CC2)O)O)(C)C 3-hydroxy-3-methylbutoxy-androsta-5,7-diene-1,3-diol